FC(C(=O)O)(F)F.NCC=1C=C(CNC(=O)C2=CC=C(C=C2)NC(=O)C2=CC=C(CN(C(=O)C=3C=CC4=C(OCC(N4)=O)C3)C3CC3)C=C2)C=CC1 N-(4-((4-((3-(aminomethyl)benzyl)carbamoyl)phenyl)carbamoyl)benzyl)-N-cyclopropyl-3-oxo-3,4-dihydro-2H-benzo[b][1,4]oxazine-7-carboxamide 2,2,2-trifluoroacetate